BrC=1C=C2C(=NC(=NC2=CC1)C)C#N 6-bromo-2-methylquinazoline-4-carbonitrile